FC(C1=NOC(=C1)C1=C(OC=2SC(=CN2)C=O)C=CC=C1F)F 2-[2-[3-(difluoromethyl)isoxazol-5-yl]-3-fluoro-phenoxy]thiazole-5-carbaldehyde